1-[2-methyl-4-phenyl-5-(4,5,6,7-tetrahydro-1H-benzo[d]imidazol-2-yl)-1H-pyrrol-3-yl]ethan-1-one CC=1NC(=C(C1C(C)=O)C1=CC=CC=C1)C1=NC2=C(N1)CCCC2